2-(2-chloropyridin-4-yl)-3-ethyl-5-(piperidin-4-yl)-1H-indole ClC1=NC=CC(=C1)C=1NC2=CC=C(C=C2C1CC)C1CCNCC1